S(=O)(=O)(CCOC\C=C\1/OC(OC1)=O)CCOC\C=C\1/OC(OC1)=O (4Z,4'Z)-4,4'-(((sulfonylbis(ethane-2,1-diyl))bis(oxy))bis(ethan-2-yl-1-ylidene))bis(1,3-dioxolan-2-one)